bis(tetramethylcyclopentadienyl)zirconium (IV) dichloride [Cl-].[Cl-].CC=1C(=C(C(C1)(C)[Zr+2]C1(C(=C(C(=C1)C)C)C)C)C)C